N-{6-ethyl-7-oxo-5H-pyrrolo[3,4-b]pyridin-2-yl}-N-[4-iodo-5-methyl-2-(oxolan-2-yl)phenyl]but-2-ynamide C(C)N1C(C2=NC(=CC=C2C1)N(C(C#CC)=O)C1=C(C=C(C(=C1)C)I)C1OCCC1)=O